C(=C)C1=CC2=C(C=C1)CC2 4-vinyl-1,2-dihydrocyclobutabenzene